O(C1=CC=CC=C1)C1=CC=C(C=C1)N1N=C2C(NCCC2C2CCN(CC2)C(C=C)=O)=C1C(=O)N 2-(4-phenoxyphenyl)-7-[1-(prop-2-enoyl)piperidin-4-yl]-4,5,6,7-tetrahydro-2H-pyrazolo[4,3-b]pyridine-3-carboxamide